NC=1C(=C(C=C2C=C(N=CC12)NC(=O)[C@@H]1[C@H]([C@H]1C=1C=NN(C1)C)CC)C1=C(C2=C(OCCN2)N=C1)C)F (1r,2s,3r)-N-(8-amino-7-fluoro-6-(8-methyl-2,3-dihydro-1H-pyrido[2,3-b][1,4]oxazin-7-yl)isoquinolin-3-yl)-2-ethyl-3-(1-methyl-1H-pyrazol-4-yl)cyclopropane-1-carboxamide